ClC1=CC=2C(=NC(C3=NC(=CN3C2C=C1)C(=O)O)C)C1=C(C=CC=C1)F 12-Chloro-9-(2-fluorophenyl)-7-methyl-2,5,8-triazatricyclo[8.4.0.02,6]tetradeca-1(10),3,5,8,11,13-hexaene-4-carboxylic acid